ClC1=CC=2N(C=C1C1CCN(CC1)S(=O)(=O)C=1C=NN(C1OC([2H])([2H])[2H])C)N=CN2 7-chloro-6-(1-((5-(methoxy-d3)-1-methyl-1H-pyrazol-4-yl)sulfonyl)piperidin-4-yl)-[1,2,4]triazolo[1,5-a]pyridine